CN1C(N(C2=C1C=C(C(=C2)C=2C(=C(C(=O)N)C=CC2)OC)N2CCCCC2)C)=O (1,3-dimethyl-2-oxo-6-(piperidin-1-yl)-2,3-dihydro-1H-benzo[d]imidazol-5-yl)-2-methoxybenzamide